CC(C=C)OC=1C=C(CNC(C2=C(C=CC(=C2)F)N2CCOCC2)=O)C=CC1OC N-(3-(but-3-en-2-yloxy)-4-methoxybenzyl)-5-fluoro-2-morpholinobenzamide